ClC=1C=C2C3=C(N(C2=C(C1)C1=CN(C=C1)C)CC(F)(F)F)C=NC=C3 6-Chloro-8-(1-methyl-1H-pyrrol-3-yl)-9-(2,2,2-trifluoro-ethyl)-9H-pyrido[3,4-b]indole